di(phenylseleno)methane C1(=CC=CC=C1)[Se]C[Se]C1=CC=CC=C1